tert-butyl (S)-((4-(((tert-butyldimethylsilyl)oxy)methyl)phenyl) sulfinyl)carbamate [Si](C)(C)(C(C)(C)C)OCC1=CC=C(C=C1)[S@](=O)NC(OC(C)(C)C)=O